C(#N)CNC1=C(C=CC(=N1)C(=O)O)[C@@H]1CC2(CC(C2)(F)F)CCN1CC1=C2C=CNC2=C(C=C1OC)C 6-[(cyanomethyl)amino]-5-[(6S)-2,2-difluoro-7-[(5-methoxy-7-methyl-1H-indol-4-yl)methyl]-7-azaspiro[3.5]nonan-6-yl]pyridine-2-carboxylic acid